8-((2S,5R)-4-((4-fluorobenzyl)(methyl)amino)-2,5-dimethylpiperidin-1-yl)-5-methyl-6-oxo-5,6-dihydro-1,5-naphthyridine-2-carbonitrile FC1=CC=C(CN(C2C[C@@H](N(C[C@H]2C)C2=CC(N(C=3C=CC(=NC23)C#N)C)=O)C)C)C=C1